ClC=1C=C(C=CC1)C1(CCCC1)C#N 1-(3-chlorophenyl)cyclopentane-1-carbonitrile